(2'S,7R)-2-chloro-2',4-dimethyl-1'-[(1-methylpyrazol-4-yl)methyl]spiro[5H-thieno[2,3-c]pyran-7,4'-piperidine]-4-ol ClC1=CC2=C(S1)[C@@]1(C[C@@H](N(CC1)CC=1C=NN(C1)C)C)OCC2(O)C